1-(4-Ethylmorpholin-2-yl)-N-((1,2,3,5,6,7-hexahydro-s-indacen-4-yl)carbamoyl)methanesulfonamide, potassium salt [K].C(C)N1CC(OCC1)CS(=O)(=O)NC(NC1=C2CCCC2=CC=2CCCC12)=O